[In].[Zn].[Cu].[S] Sulfur copper zinc indium